FC=1C=C2CN(CC2=CC1CNC1CCN(CC1)C)C1=C(C(NN=C1)=O)C(F)(F)F 5-(5-fluoro-6-[[(1-methylpiperidin-4-yl)amino]methyl]-2,3-dihydro-1H-isoindol-2-yl)-4-(trifluoromethyl)-2,3-dihydropyridazin-3-one